6-ethoxy-2-naphthalene-boronic acid C(C)OC=1C=C2C=CC(=CC2=CC1)B(O)O